FCCCCCC[NH3+] monofluorohexyl-ammonium